3',4'-dimethylacetanilide CC=1C=C(NC(C)=O)C=CC1C